C1(CC1)C=1N=NN(C1)[C@H](C(=O)N1[C@@H](C[C@H](C1)O)C(=O)NCCC1=NN(C=C1)C1=CC(=CC=C1)F)C(C)(C)C (2S,4R)-1-[(2S)-2-(4-cyclopropyltriazol-1-yl)-3,3-dimethyl-butanoyl]-N-[2-[1-(3-fluorophenyl)pyrazol-3-yl]ethyl]-4-hydroxy-pyrrolidine-2-carboxamide